C1(CCCCC1)N(SC=1SC2=C(N1)C=CC=C2)C2CCCCC2 N,N-dicyclohexyl-1,3-benzothiazole-2-sulfenamide